C[C@@H]1CC=2N(CC1)N=CC2C2=C1CNC(C1=C(C=C2)NC2=NC=C(C=C2)N2CCN(CC2)C)=O (S)-4-(5-methyl-4,5,6,7-tetrahydro-pyrazolo[1,5-a]pyridin-3-yl)-7-((5-(4-methylpiperazin-1-yl)pyridin-2-yl)amino)isoindolin-1-one